9-bromo-2,3-diiodo-5,6-dihydrobenzo[f]imidazo[1,2-d][1,4]oxazepine BrC1=CC2=C(C=3N(CCO2)C(=C(N3)I)I)C=C1